C(C)(C)(C)C=1C(=C(C=C(C1)C(C)(C)C)C1=C(C=CC=C1)B1OC(C(O1)(C)C)(C)C)OCOC 2-[3',5'-di-tert-butyl-2'-(methoxymethyloxy)biphenyl-2-yl]-4,4,5,5-tetramethyl-1,3,2-dioxaborolan